5-(4,4,5,5-tetramethyl-1,3,2-dioxaborolan-2-yl)-3,4-dihydro-1H-pyrano[3,4-c]pyridine CC1(OB(OC1(C)C)C1=C2C(=CN=C1)COCC2)C